C(C)(C)C1=C(C(=CC=C1)C(C)C)N1C=NC(=C1C)C 1-(2,6-diisopropylphenyl)-4,5-dimethyl-1H-imidazole